C[Si](CC[SiH2]CO)(CC[SiH2]C=C(C)C)C [2-[dimethyl-[2-(dimethylvinylsilyl)ethyl]silyl]ethyl]silylmethanol